1-methoxy-2-(prop-1-yn-1-yl)benzene COC1=C(C=CC=C1)C#CC